ClC1=CC(=C(C=C1)C1=NN2C(CN(CC2)C(C=C)=O)=C1C1=CC=NC=C1)C [2-(4-chloro-2-methylphenyl)-3-(pyridin-4-yl)-6,7-dihydropyrazolo[1,5-a]pyrazin-5(4H)-yl]prop-2-en-1-one